NC1=NC=C(C2=C1C(=C(S2)I)Br)C(=O)N 4-amino-3-bromo-2-iodothieno[3,2-c]pyridine-7-carboxamide